C[C@@H]1[C@@H](COC1)N1C(C2=CC=CC=C2C1=O)=O |o1:1,2| rel-2-((3S,4R)-4-methyltetrahydrofuran-3-yl)isoindoline-1,3-dione